Cl.C(#C)C1=CC=C(C=C1)N1C=2N(CC(C1)CN)N=CC2 (4-(4-ethynylphenyl)-4,5,6,7-tetrahydropyrazolo[1,5-a]pyrimidin-6-yl)methylamine hydrochloride